[Si](C)(C)(C(C)(C)C)OC1CC2CCC(C1)N2CCO 2-(3-((tert-butyldimethylsilyl)oxy)-8-azabicyclo[3.2.1]octan-8-yl)ethane-1-ol